FC(C1=NC(=NO1)C1=CC2=C(C(CO2)NC(=O)C=2C(=NN(C2)C)C)C=C1)F N-(6-(5-(difluoromethyl)-1,2,4-oxadiazol-3-yl)-2,3-dihydrobenzofuran-3-yl)-1,3-dimethyl-1H-pyrazole-4-carboxamide